(S)-benzyl 3-(1-ethyl-4-fluoro-1H-benzo[d][1,2,3]triazol-5-yl)-3-(3-(hydroxymethyl)-4-methylphenyl)propanoate C(C)N1N=NC2=C1C=CC(=C2F)[C@@H](CC(=O)OCC2=CC=CC=C2)C2=CC(=C(C=C2)C)CO